O1C(CC1)CN1C=NC=2C1=NC(=CC2)C2=NN=NN2 3-(oxetan-2-ylmethyl)-5-(1H-tetrazol-5-yl)-3H-imidazo[4,5-b]pyridine